COC1=C(C=NC=C1)C1=CC2=C(C(=N1)C)C=NN2C2=NC=C(C(=C2)N2CCCCC2)C#CC=2C=NN(C2)C2CCOCC2 6-(4-methoxypyridin-3-yl)-4-methyl-1-(4-(piperidin-1-yl)-5-((1-(tetrahydro-2H-pyran-4-yl)-1H-pyrazol-4-yl)ethynyl)pyridin-2-yl)-1H-pyrazolo[4,3-c]pyridine